5-(2-fluoro-4-(methylthio)benzyl)-8-methoxy-5H-pyrido[3,2-b]indole FC1=C(CN2C3=C(C=4C=C(C=CC24)OC)N=CC=C3)C=CC(=C1)SC